ClC1=NC(=CC=C1C(=O)NS(=O)(=O)C1=NC(=CC=C1)NC(CC[C@@H]1CNC(C1)(C)C)C1=NC=CC=C1)N1N=C(C=C1)OCCC1(CC1)C(F)(F)F 2-chloro-N-[[6-[[3-[(3S)-5,5-dimethylpyrrolidin-3-yl]-1-(2-pyridyl)propyl]amino]-2-pyridyl]sulfonyl]-6-[3-[2-[1-(trifluoromethyl)cyclopropyl]ethoxy]pyrazol-1-yl]pyridine-3-carboxamide